CC1(COC1)C1=CC=C(C#N)C=C1 4-(3-methyloxetane-3-yl)benzonitrile